C(C)(C)(C)OC(=O)C1=C(C=C(C=C1)C[C@@H](C(=O)O)NC(=O)OC(C)(C)C)Cl (S)-3-(4-(tert-butoxycarbonyl)-3-chlorophenyl)-2-((tert-butoxycarbonyl)amino)propanoic acid